CN1C(=CC2=CC=C(C=C12)N1C(NC(CC1)=O)=O)C1CCN(CC1)C 1-(1-Methyl-2-(1-methylpiperidin-4-yl)-1H-indol-6-yl)dihydropyrimidine-2,4(1H,3H)-dione